(S)-4-(1-aminoethyl)2-fluorophenol N[C@@H](C)C1=CC(=C(C=C1)O)F